NC=1C=2N(C=CN1)C(=NC2C2=CC=C(C=C2)[C@@](C)(O)C2=CC(=CC=C2)C(F)F)[C@H]2CN1C(C[C@H]([C@@H]1CC2)C(F)(F)F)=O (1R,6R,8aS)-6-[8-Amino-1-(4-{(1R)-1-[3-(difluoromethyl)phenyl]-1-hydroxyethyl}phenyl)-imidazo[1,5-a]pyrazin-3-yl]-1-(trifluoromethyl)hexahydroindolizin-3(2H)-on